[N+](=O)([O-])C=1C=NN(C1)C(C#N)C (4-Nitro-1H-pyrazol-1-yl)propionitrile